CC=1C=C2C(=C(N(C2=CC1C(=O)OC)CC)CCCCC)CCC(N)=O methyl 5-methyl-1-ethyl-2-pentyl-3-(2-carbamoylethyl)-indole-6-carboxylate